ClC=1C(=NC=CC1C1=NC(=C(C=C1)CNC[C@@H]1N(C(CC1)=O)C)OC)C=1C(=C(C=CC1)NC(C1=NC=C(C=C1)CN1CC(C1)O)=O)C (R)-N-(3-(3'-chloro-6-methoxy-5-((((1-methyl-5-oxopyrrolidin-2-yl)methyl)amino)methyl)-[2,4'-bipyridin]-2'-yl)-2-methylphenyl)-5-((3-hydroxyazetidin-1-yl)methyl)picolinamide